6'-(2-fluorophenyl)-2'-methoxy-5',6'-dihydro-7'H-spiro[azetidine-3,8'-pyrido[4,3-d]pyrimidin]-7'-one FC1=C(C=CC=C1)N1CC2=C(N=C(N=C2)OC)C2(C1=O)CNC2